C(C=C)(=O)NCCC[N+](C)(C)C [3-acryloamido-propyl]trimethylammonium